N1,N'-bis(aminopropyl)-cadaverine NCCCNCCCCCNCCCN